5-((5-(4-chlorophenyl)oxazol-2-yl)amino)-N'-hydroxypyridineformamidine ClC1=CC=C(C=C1)C1=CN=C(O1)NC=1C=CC(=NC1)C(=NO)N